ClC1=C2C3=C(N=CN=C3C=C1C1=C(C=CC=C1)C)N1[C@H](CO2)CN(CC1)C(C=C)=O 1-[(8aS)-6-Chloro-5-(2-methylphenyl)-8a,9,11,12-tetrahydropyrazino[2',1':3,4][1,4]oxazepino[5,6,7-de]quinazolin-10(8H)-yl]prop-2-en-1-one